Cl.ClC1=CC2=C(C=C1Cl)[C@@H]1NCCC[C@@H]1O2 Cis-(4aS,9bS)-7,8-dichloro-1,2,3,4,4a,9b-hexahydrobenzofuro[3,2-b]pyridine hydrochloride